(6-(difluoromethoxy)pyridin-3-yl)methylamine FC(OC1=CC=C(C=N1)CN)F